[N+](=O)([O-])C=1C=C(C)C=C(C1)[N+](=O)[O-] 3,5-dinitrotoluene